ClC1=CC=C2C(=C(NC2=C1Cl)CNC1=NOC=C1)C=1C=NNC1 N-[[6,7-dichloro-3-(1H-pyrazol-4-yl)-1H-indol-2-yl]methyl]isoxazol-3-amine